7-chloro-8-fluoro-1,2,3,4-tetrahydropyrazino[1,2-a]indole ClC=1C(=CC=2C=C3N(C2C1)CCNC3)F